N-(5-chloro-1H-indol-3-yl)-1-methyl-5-(trifluoromethyl)-1H-benzo[d]imidazol-2-amine ClC=1C=C2C(=CNC2=CC1)NC1=NC2=C(N1C)C=CC(=C2)C(F)(F)F